ClC=1N=C(C2=C(N1)C=CC(=N2)C2CCOCC2)N2CCOCC2 4-(2-chloro-6-tetrahydropyran-4-yl-pyrido[3,2-d]pyrimidin-4-yl)morpholine